OC1[C@H](C[C@@H](N1C(=O)OC(C)(C)C)C(=O)OCC1=CC=CC=C1)CC1=CC(=NC=C1)C 2-Benzyl 1-(tert-butyl) (2R,4S)-5-hydroxy-4-((2-methylpyridin-4-yl)methyl)pyrrolidine-1,2-dicarboxylate